ClC=1C=C2C(=NC(=NC2=C(C1C1=CC(=CC2=CC=CC=C12)O)F)O[C@@H](C=O)C)N1C[C@@H](N(CC1)C(=O)OC(C)(C)C)CC#N tert-butyl (2S)-4-[6-chloro-8-fluoro-7-(3-hydroxy-1-naphthyl)-2-[(1R)-1-methyl-2-oxo-ethoxy]quinazolin-4-yl]-2-(cyanomethyl)piperazine-1-carboxylate